2-(4-(3-(tert-butyl)-1,2,4-oxadiazol-5-yl)piperazin-1-yl)-5-methyl-8-nitro-6-(trifluoromethyl)-4H-benzo[e][1,3]thiazin-4-one C(C)(C)(C)C1=NOC(=N1)N1CCN(CC1)C=1SC2=C(C(N1)=O)C(=C(C=C2[N+](=O)[O-])C(F)(F)F)C